OC1CC2(OC3=C1C=CC=C3)CN(C2)C(=O)OC(C)(C)C tert-Butyl 4'-hydroxy-3',4'-dihydrospiro[azetidine-3,2'-[1]benzopyran]-1-carboxylate